[C@H]12COC[C@@H]2C1N(C1=CC2=C(N=CN=C2N(C(OC(C)(C)C)=O)CC2=C(C=C(C=C2)OC)OC)C(=N1)C1=C(C(=CC=C1C)OCC1=CC=CC=C1)C)C([2H])([2H])[2H] tert-butyl ((R)-6-(((1R,5S,6r)-3-oxabicyclo[3.1.0]hexan-6-yl)(methyl-d3)amino)-8-(3-(benzyloxy)-2,6-dimethylphenyl)pyrido[3,4-d]pyrimidin-4-yl)(2,4-dimethoxybenzyl)carbamate